1-trityl-4,5,6,7-tetrahydro-1H-indazol C(C1=CC=CC=C1)(C1=CC=CC=C1)(C1=CC=CC=C1)N1N=CC=2CCCCC12